(3R)-3-{[10-methyl-2-(1-methyl-1H-pyrazol-4-yl)[1,2,4]triazolo[1,5-c]quinazolin-5-yl]amino}azepan-2-one CC=1C=2C=3N(C(=NC2C=CC1)N[C@H]1C(NCCCC1)=O)N=C(N3)C=3C=NN(C3)C